CS(=O)(=O)NC1=C(C2=CC=CC=C2C=C1)CC=1C(=CC2=CC=CC=C2C1)NS(=O)(=O)C N-(3-((2-(methylsulfonylamino)naphthalen-1-yl)methyl)naphthalen-2-yl)methanesulfonamide